C(C)(=O)N1C(CCC1)C(=O)NCCCCC(C(=O)O)C1=CNC2=CC=CC=C12 α-[N-(1-acetylpyrrolidine-2-carbonyl)-4-aminobutyl]-3-indoleacetic acid